BrC=1C(=C(C=C(C1)F)C12CC3(CC(CC(C1)(C3)C)(C2)C)C)OCOC (3r,5r,7r)-1-(3-bromo-5-fluoro-2-(methoxymethoxy)phenyl)-3,5,7-trimethyladamantane